FC1=CC=C(OC=2C(=CC(=NC2)C(=O)N2CCC(CC2)C2=C(C=C(N=N2)N)C)OC)C=C1 6-{[5-(4-Fluorophenoxy)-4-methoxypyridine-2-carbonyl]piperidin-4-yl}-5-methylpyridazin-3-amine